C1C(O1)CCCCC2CO2 1,8-Diepoxyoctane